2-((1r,2s)-1-(2-cyano-4-fluorophenyl)-1-(1-ethyl-1H-pyrazol-4-yl)propan-2-yl)-5-hydroxy-N-(isoxazol-4-yl)-1-methyl-6-oxo-1,6-dihydropyrimidine-4-carboxamide C(#N)C1=C(C=CC(=C1)F)[C@@H]([C@H](C)C=1N(C(C(=C(N1)C(=O)NC=1C=NOC1)O)=O)C)C=1C=NN(C1)CC